methyl(thiophen-3-yl)((4-(5-(trifluoromethyl)-1,2,4-oxadiazol-3-yl)benzyl)imino)-λ6-sulfanone CS(=O)(=NCC1=CC=C(C=C1)C1=NOC(=N1)C(F)(F)F)C1=CSC=C1